C(C)OCCN1C(=NC2=C1C=CC=C2)C2CCN(CC2)CCC2=CC=C(C=C2)C(C(=O)O)(C)C 2-[4-(2-(4-(1-(2-ethoxyethyl)benzimidazol-2-yl)piperidin-1-yl)ethyl)phenyl]-2-methylpropanoic acid